BrC1=CC(=NC=C1)C=NS(=O)C(C)(C)C N-((4-bromopyridin-2-yl)methylene)-2-methylpropane-2-sulfinamide